1-[4-(difluoromethoxy)-3-(2-pyridyl)phenyl]-5-ethyl-3-methyl-pyrazole-4-carboxylic acid ethyl ester C(C)OC(=O)C=1C(=NN(C1CC)C1=CC(=C(C=C1)OC(F)F)C1=NC=CC=C1)C